FC1=C(C(=O)N2CCN(CC2)CC2=CC=C(C=C2)N2C(NC(CC2)=O)=O)C=C(C=C1)CC1=NNC(C2=CC=CC=C12)=O 1-(4-((4-(2-fluoro-5-((4-oxo-3,4-dihydrophthalazin-1-yl)methyl)benzoyl)piperazin-1-yl)methyl)phenyl)dihydropyrimidine-2,4(1H,3H)-dione